ClC1=C(C=CC=C1Cl)C1N(CCC1)C=1N=CC(=NC1)C(=O)N[C@H](C)\C=C\S(=O)(=O)C 5-(2-(2,3-dichlorophenyl)pyrrolidin-1-yl)-N-((R,E)-4-(methylsulfonyl)but-3-en-2-yl)pyrazine-2-carboxamide